dodecyl-ammonium sulfate S(=O)(=O)([O-])[O-].C(CCCCCCCCCCC)[NH3+].C(CCCCCCCCCCC)[NH3+]